FC=1C=C2C(=CNC2=CC1)CC(=O)N1CCN(CC1)C1=CC=C(C=C1)O 2-(5-Fluoro-1H-indol-3-yl)-1-[4-(4-hydroxyphenyl)-piperazin-1-yl]ethanone